2-Trifluoromethylpyridine-4-boronic acid pinacol ester FC(C1=NC=CC(=C1)B1OC(C)(C)C(C)(C)O1)(F)F